O=C1N(C(C(=C1SC1=CC=CC=C1)SC1=CC=CC=C1)=O)CCCCCC(=O)OC(C)(C)C tert-Butyl 6-(2,5-dioxo-3,4-bis(phenylthio)-2,5-dihydro-1H-pyrrol-1-yl)hexanoate